(R)-4-(((6-(1-(benzoyloxy)ethyl)-8-(isopropylamino)pyrido[3,4-d]pyrimidin-2-yl)amino)methyl)piperidine-1-carboxylate C(C1=CC=CC=C1)(=O)O[C@H](C)C1=CC2=C(N=C(N=C2)NCC2CCN(CC2)C(=O)[O-])C(=N1)NC(C)C